bis(4-nitrophenyl) phosphate sodium [Na+].P(=O)(OC1=CC=C(C=C1)[N+](=O)[O-])(OC1=CC=C(C=C1)[N+](=O)[O-])[O-]